8-(5-methyl-2-(thiazol-2-ylamino)pyrimidin-4-yl)-2,8-diazaspiro[4.5]decan-1-one CC=1C(=NC(=NC1)NC=1SC=CN1)N1CCC2(CCNC2=O)CC1